(1R,2R)-N-[7-chloro-6-(4-cyano-1-piperidinyl)-3-isoquinolinyl]-2-pyrimidin-5-yl-cyclopropanecarboxamide ClC1=C(C=C2C=C(N=CC2=C1)NC(=O)[C@H]1[C@@H](C1)C=1C=NC=NC1)N1CCC(CC1)C#N